1-(3-(aminomethyl)phenyl)-N-(3-cyclopropyl-5-((cyclopropylmethylamino)(phenyl)methyl)phenyl)-3-(trifluoromethyl)-1H-pyrazole-5-carboxamide NCC=1C=C(C=CC1)N1N=C(C=C1C(=O)NC1=CC(=CC(=C1)C(C1=CC=CC=C1)NCC1CC1)C1CC1)C(F)(F)F